ClCC1=C(C(=NC=C1)C=1C=C2CN(C(C2=CC1)=O)C1C(NC(CC1)=O)=O)C(F)(F)F 3-(5-(4-(chloromethyl)-3-(trifluoromethyl)pyridin-2-yl)-1-oxoisoindolin-2-yl)piperidine-2,6-dione